COC=1C=CC=2N(C3=CC=C(C=C3C2C1)OC)CCP(O)(O)=O P-[2-(3,6-dimethoxy-9H-carbazol-9-yl)ethyl]-Phosphonic acid